FC(CN=C=S)F 1,1-difluoro-2-isoThiocyanoethane